{1-[6-({4-[2-amino-6-(m-cyanophenyl)-4-pyrimidinyl]-1H-1,2,3-triazol-1-yl}methyl)-2-pyridinyl]ethyl}-3-azetidinecarboxylic acid NC1=NC(=CC(=N1)C=1N=NN(C1)CC1=CC=CC(=N1)C(C)N1CC(C1)C(=O)O)C1=CC(=CC=C1)C#N